3-(3-(4-benzylbenzyl)isoxazol-5-yl)pyridin-2-amine C(C1=CC=CC=C1)C1=CC=C(CC2=NOC(=C2)C=2C(=NC=CC2)N)C=C1